N[C@H](CC1=CNC=2C=CC3=C(C12)C[C@H](CO3)O)C (R)-1-((S)-2-aminopropyl)-3,7,8,9-tetrahydropyrano[3,2-e]indol-8-ol